1-(2-Aminoethyl)-4-[(4-methoxyphenyl)sulfonylmethyl]-1H-1,2,3-triazole NCCN1N=NC(=C1)CS(=O)(=O)C1=CC=C(C=C1)OC